C(#N)N1CC(CC1)C(=O)NC1=CC(=NO1)C1=CC=CC=C1 1-cyano-N-(3-phenylisoxazol-5-yl)pyrrolidine-3-carboxamide